2-iodo-N-(2-methyl-6-(trifluoromethyl)pyridin-3-yl)acetamide ICC(=O)NC=1C(=NC(=CC1)C(F)(F)F)C